OC12CC3(C[C@H](C[C@@H](C1)C3)C2)NC(NC2=CC=C(C(=O)NCC(C)C)C=C2)=O 4-(3-((r,1s,5R,7S)-3-hydroxyadamantan-1-yl)ureido)-N-isobutylbenzamide